FC1=C(C=CC(=C1)N1CCNCC1)C=1C2=C(N=C(N1)N)N1C(C(=C2)C2=C(C=CC=C2)C)=NCC1 (2-fluoro-4-(piperazin-1-yl)phenyl)-6-(o-tolyl)-8,9-dihydroimidazo[1',2':1,6]pyrido[2,3-d]pyrimidin-2-amine